O=C1NC(CCC1NC1=CC(=C(C=C1)C1CCN(CC1)C1CCN(CC1)C(=O)O[C@@H]1CC[C@H](CC1)NC1=NC=C(C(=N1)C1=CC(=CC=C1)N1C(OCCC1)=O)F)F)=O trans-4-((5-fluoro-4-(3-(2-oxo-1,3-oxazinan-3-yl)phenyl)pyrimidin-2-yl)amino)cyclohexyl 4-(4-((2,6-dioxopiperidin-3-yl)amino)-2-fluorophenyl)-[1,4'-bipiperidine]-1'-carboxylate